2-[[6-[bis[(4-methoxyphenyl)methyl]amino]-4-chloro-3-pyridinyl]oxy]ethanol COC1=CC=C(C=C1)CN(C1=CC(=C(C=N1)OCCO)Cl)CC1=CC=C(C=C1)OC